3-(3-((2-((2-(1-Methylpiperidin-4-yl)oxazol-4-yl)amino)-5-(trifluoromethyl)pyridin-4-yl)amino)propyl)-1,3-oxazinan-2-on CN1CCC(CC1)C=1OC=C(N1)NC1=NC=C(C(=C1)NCCCN1C(OCCC1)=O)C(F)(F)F